FC(C(=O)O)(F)F.C(C)OC1=C(OCC2CN(CCO2)C(=O)OC(C)OC([C@H](NC)C(C)C)=O)C=CC=C1 1-((methyl-D-valyl)oxy)ethyl 2-((2-ethoxyphenoxy)methyl)morpholine-4-carboxylate, trifluoroacetic acid salt